(R)-1-(1-acryloylpyrrolidin-3-yl)-3-(4-((3,4-dichlorobenzyl)oxy)phenyl)-1H-imidazo[4,5-c]pyridin-2(3H)-one C(C=C)(=O)N1C[C@@H](CC1)N1C(N(C=2C=NC=CC21)C2=CC=C(C=C2)OCC2=CC(=C(C=C2)Cl)Cl)=O